(S)-4-amino-6-(2,4-difluorophenyl)-2-(2-(1-methyl-1H-pyrazol-4-yl)morpholino)pyrimidine-5-carbaldehyde NC1=NC(=NC(=C1C=O)C1=C(C=C(C=C1)F)F)N1C[C@@H](OCC1)C=1C=NN(C1)C